tert-butyl 6-[5-[2-[1-(6,7-dihydro-5H-pyrrolo[1,2-c]imidazol-1-yl)-2-ethoxy-2-oxo-ethyl]-7-fluoro-indazol-6-yl]-2-pyridyl]-2,6-diazaspiro[3.3]heptane-2-carboxylate C1(=C2N(C=N1)CCC2)C(C(=O)OCC)N2N=C1C(=C(C=CC1=C2)C=2C=CC(=NC2)N2CC1(CN(C1)C(=O)OC(C)(C)C)C2)F